C(C)N1CCN(CC1)C1CC(C1)C(=O)N 3-(4-ethylpiperazin-1-yl)cyclobutane-1-carboxamide